(5-(thiophen-2-yl)-1H-1,2,4-triazol-3-yl)methylamine S1C(=CC=C1)C1=NC(=NN1)CN